ethyl-1-[[4-[[(1Z)-2-ethoxy-3,3,3-trifluoro-1-propen-1-yl]oxy]phenyl]methyl]-N-(2-propen-1-yloxy)-1H-pyrazole-4-carboxamide C(C)C1=NN(C=C1C(=O)NOCC=C)CC1=CC=C(C=C1)O\C=C(\C(F)(F)F)/OCC